3-[(2-isopropylphenyl-oxymethyl)methyl]-1H-1,2,4-triazol-5(4H)-one C(C)(C)C1=C(C=CC=C1)OCCC1=NNC(N1)=O